CS(=NC(=O)C1=CSC=C1)(C1=CC=C(C=C1)C1=NOC(=N1)C(F)(F)F)=O N-(methyl(oxo)(4-(5-(trifluoromethyl)-1,2,4-oxadiazol-3-yl)phenyl)-λ6-sulfaneylidene)thiophene-3-carboxamide